6-[6-cyclopropyl-4-[4-fluoro-2-(5-methyltriazol-1-yl)phenyl]pyridin-2-yl]-2-[(methoxymethylamino)methyl]-4-(trifluoromethyl)-3a,4,5,7a-tetrahydro-1H-pyrrolo[2,3-c]pyridin-7-one C1(CC1)C1=CC(=CC(=N1)N1C(C2C(C(C1)C(F)(F)F)C=C(N2)CNCOC)=O)C2=C(C=C(C=C2)F)N2N=NC=C2C